but-3-ene-1-yl acetate C(C)(=O)OCCC=C